5-{[(2S,3S)-1-(tert-butoxycarbonyl)-2-methylazetidin-3-yl]oxy}-6-fluoropyridine-2-carboxylic acid C(C)(C)(C)OC(=O)N1[C@H]([C@H](C1)OC=1C=CC(=NC1F)C(=O)O)C